5-bromo-3-(2-(3-(4-tert-butylphenyl)-4-oxothiazolidin-2-ylidene)hydrazono)-1H-indol-2-one BrC=1C=C2C(C(NC2=CC1)=O)=NN=C1SCC(N1C1=CC=C(C=C1)C(C)(C)C)=O